(5'-methyl-[2,3'-bipyridine]-2'-yl)((1S,4R,6R)-6-((5-(trifluoromethyl)pyridin-2-yl)oxy)-2-azabicyclo[2.2.2]oct-2-yl)methanone CC=1C=C(C(=NC1)C(=O)N1[C@@H]2[C@@H](C[C@H](C1)CC2)OC2=NC=C(C=C2)C(F)(F)F)C2=NC=CC=C2